3',4'-dichloro-5-fluoro-2-nitrobiphenyl ClC=1C=C(C=CC1Cl)C1=C(C=CC(=C1)F)[N+](=O)[O-]